C(C)O[Si](O[Si](OCC)(OCC)OCC)(OCC)OCC 1,1,1,3,3,3-Hexa-ethoxydisiloxan